COC1CC(C1)[C@H](C=1C=C(C=CC1)N1C(C2=CC(=CC(=C2C1)C(F)(F)F)CNC1(CCC1)C)=O)C1=NN=CN1C 2-(3-((R)-((1s,3S)-3-methoxycyclobutyl)(4-methyl-4H-1,2,4-triazol-3-yl)methyl)phenyl)-6-(((1-methylcyclobutyl)amino)methyl)-4-(trifluoromethyl)isoindolin-1-one